BrC1=CC(=C(C(=O)OC(C)(C)C)C(=C1)C)F tert-Butyl 4-bromo-2-fluoro-6-methylbenzoate